3-{4-amino-2H-pyrazolo[3,4-d]-pyrimidin-2-yl}-propanoic acid NC=1C=2C(N=CN1)=NN(C2)CCC(=O)O